FC=1C(=C(C=C2CCN(CC12)CCNC(C)C)O)N1CC(NS1(=O)=O)=O 5-(8-fluoro-6-hydroxy-2-{2-[(propan-2-yl)amino]ethyl}-1,2,3,4-tetrahydroisoquinolin-7-yl)-1λ6,2,5-thiadiazolidine-1,1,3-trione